(2R,3R,11bR)-3-(tert-butoxy)-9-(2,2-difluoropropoxy)-10-methoxy-1,3,4,6,7,11b-hexahydro-2H-pyrido[2,1-a]isoquinolin-2-ol C(C)(C)(C)O[C@H]1[C@@H](C[C@H]2N(CCC3=CC(=C(C=C23)OC)OCC(C)(F)F)C1)O